C(=O)(O)C=1C2=C(C3=C(C(=C(N3C(=O)O)C=C3C=CC(C=C4C=CC(=CC(C1)=N2)N4)=N3)C3=CC=CC=C3)C(=O)O)C(=O)O.[Zn+2] zinc (ii) tetracarboxylphenylporphyrin